C(#N)CCC1=CC=C(CN2C=NC(=C2)C(=O)N)C=C1 1-(4-(2-cyanoethyl)benzyl)-1H-imidazole-4-carboxamide